C(N)(O[C@H](CNC1=NC=CC(=N1)C=1C(=NN(C1)C(C([2H])([2H])[2H])(C([2H])([2H])[2H])[2H])C1=C(C(=CC(=C1)Cl)NS(=O)(=O)C)F)CC)=O (S)-methyl-(1-((4-(3-(5-chloro-2-fluoro-3-(methylsulfonylamino) phenyl)-1-(propan-2-yl-d7)-1H-pyrazol-4-yl) pyrimidin-2-yl) amino) propan-2-yl) carbamate